2-((2S)-4-((1R)-4-chloro-2'-((hexahydro-1H-pyrrolizin-3-yl)methoxy)-3-methyl-5',8'-dihydro-6'H-spiro[indene-1,7'-quinazolin]-4'-yl)-1-(2-fluoroacryloyl)piperazin-2-yl)acetonitrile ClC1=C2C(=C[C@]3(CCC=4C(=NC(=NC4C3)OCC3CCC4CCCN34)N3C[C@@H](N(CC3)C(C(=C)F)=O)CC#N)C2=CC=C1)C